ClC=1C(=NC=C(C1[C@@H](C)OC=1C=C2C(=NNC2=CC1)C=1C=CC(=NC1)N1CC2(C1)COCC2)Cl)C 2-[5-[5-[(1R)-1-(3,5-dichloro-2-methyl-4-pyridyl)ethoxy]-1H-indazol-3-yl]-2-pyridyl]-6-oxa-2-azaspiro[3.4]octane